FC1=C(C(=O)N(C)C)C=C(C=C1)F 2,5-difluoro-N,N-dimethylbenzamide